NC=1C=C2CCC(C2=CC1)=O (E)-5-amino-2,3-dihydro-1H-inden-1-one